(R)-2-(2-methylpyridin-4-yl)-N-(tetrahydro-2H-pyran-3-yl)-1H-pyrrolo[3,2-c]Pyridin-6-amine CC1=NC=CC(=C1)C1=CC=2C=NC(=CC2N1)N[C@H]1COCCC1